COC1=CC=C(COC=2C=C3C=C(C=NC3=CC2)OCCOC=2N=NC=C(C2)COC2OCCCC2)C=C1 6-((4-methoxybenzyl)oxy)-3-(2-((5-(((tetrahydro-2H-pyran-2-yl)oxy)methyl)pyridazine-3-yl)oxy)ethoxy)quinoline